(R)-N2-(cyclohexylmethyl)-N4-(1-cyclopropylbut-3-en-1-yl)-8-(1,2,3,6-tetrahydropyridin-4-yl)quinazoline-2,4-diamine C1(CCCCC1)CNC1=NC2=C(C=CC=C2C(=N1)N[C@H](CC=C)C1CC1)C=1CCNCC1